tert-butyl 4-(((2-chloro-3-nitroquinolin-4-yl)amino)methyl)piperidine-1-carboxylate ClC1=NC2=CC=CC=C2C(=C1[N+](=O)[O-])NCC1CCN(CC1)C(=O)OC(C)(C)C